Cl.C(C)(C)(C)NCC(=O)C1=CC(=C(C=C1)O)O 2-(tert-butylamino)-1-(3,4-dihydroxyphenyl)ethan-1-one hydrogen chloride